[OH-].OC(C(=O)[O-])C.OC(C(=O)[O-])C.[Ti+].[NH4+].[NH4+] diammonium titanium di(2-hydroxy propionate) hydroxide